4-((4-aminophenyl)thio)-3-methoxyphenyl-aniline NC1=CC=C(C=C1)SC1=C(C=C(C=C1)NC1=CC=CC=C1)OC